COC=1C=C2C=CN(C2=CC1)CC1=CC=C(C=C1)B(O)O 4-((5-methoxyindol-1-yl)methyl)phenylboronic acid